BrC1=CC2=C(N=C(N=C2N[C@H](C)C2=C(C(=CC=C2)C(C(C)O[Si](C)(C)C(C)(C)C)(F)F)F)C)C=N1 6-bromo-N-[(1R)-1-{3-[2-{[tert-butyl(dimethyl)silyl]oxy}-1,1-difluoropropyl]-2-fluorophenyl}ethyl]-2-methylpyrido[3,4-d]pyrimidin-4-amine